ClC=1C=C(C=CC1)[C@@H](CO)NC(=O)C=1N=CN(C1)C1=CC(=NC=C1)N[C@@H](CO)CC N-((S)-1-(3-chlorophenyl)-2-hydroxyethyl)-1-(2-(((R)-1-hydroxybutan-2-yl)amino)-pyridin-4-yl)-1H-imidazole-4-carboxamide